ClC=1C(=CC(=C(C1)S(=O)(=O)NC=1SC=CN1)F)NCCCCNC[C@H]1NC[C@H](C1)OC1=CC=CC=C1 5-chloro-2-fluoro-4-{[4-({[(2S,4S)-4-phenoxypyrrolidin-2-yl]methyl}amino)butyl]amino}-N-1,3-thiazol-2-ylbenzenesulfonamide